COC=1C=C(C=C(C1)[C@@H](C)NC(C1=C(C=CC(=C1)C1CCN(CC1)C)C)=O)C=1C=C(SC1)C(=O)O 4-[3-methoxy-5-[(1R)-1-[[2-methyl-5-(1-methyl-4-piperidinyl)benzoyl]amino]ethyl]phenyl]thiophene-2-carboxylic acid